4'-((tert-butoxycarbonyl)amino)-[1,1'-biphenyl]-3-carboxylic acid C(C)(C)(C)OC(=O)NC1=CC=C(C=C1)C1=CC(=CC=C1)C(=O)O